N-(1-(1-methyl-2-oxo-1,2-dihydrobenzo[cd]indol-6-yl)cyclopropyl)benzamide disodium [4-(acetoxy)phenyl]phosphonate C(C)(=O)OC1=CC=C(C=C1)P([O-])([O-])=O.[Na+].[Na+].CN1C(C2=C3C(C(=CC=C13)C1(CC1)NC(C1=CC=CC=C1)=O)=CC=C2)=O